[3-(trifluoromethyl)phenyl]Thiourea FC(C=1C=C(C=CC1)NC(=S)N)(F)F